(1,2,2,6,6-pentamethyl-4-piperidyl)-2-n-butylmalonate CN1C(CC(CC1(C)C)OC(C(C(=O)[O-])CCCC)=O)(C)C